C1(=CC=CC=C1)C1C(C(OC2=CC=CC=C12)=O)S(=O)(=O)C1=C(C=CC=C1)C (+)-4-phenyl-3-(o-tolylsulfonyl)chroman-2-one